C(C)(C)(C)C1=NN(C(=C1)NC(=O)NC1=C(C=C(C=C1)OC1=CC=NC=2NC(C=CC12)=O)SC)C1=CC=CC=C1 1-(3-(tert-butyl)-1-phenyl-1H-pyrazol-5-yl)-3-(2-(methylthio)-4-((7-keto-7,8-dihydro-1,8-naphthyridin-4-yl)oxy)phenyl)urea